2-(3,5-Dichloro-4-((5-cyclobutyl-6-oxo-1,6-dihydropyridazin-3-yl)oxy)phenyl)-3,5-dioxo-2,3,4,5-tetrahydro-1,2,4-triazine-6-carbonitrile ClC=1C=C(C=C(C1OC1=NNC(C(=C1)C1CCC1)=O)Cl)N1N=C(C(NC1=O)=O)C#N